2-Amino-4-(5-chloro-3-(1,6-diazaspiro[3.4]octan-6-yl)-7,9-dihydrofuro[3,4-f]quinazolin-6-yl)-7-fluorothieno[3,2-c]pyridine-3-carbonitrile NC1=C(C=2C(=NC=C(C2S1)F)C=1C2=C(C=3C=NC(=NC3C1Cl)N1CC3(CCN3)CC1)COC2)C#N